ClC1=C(C=CC=C1Cl)N1CCN(CC1)CCCOC=1C=CC(N(N1)C1=CC=C(C=C1)F)=O 6-(3-(4-(2,3-dichlorophenyl)piperazin-1-yl)propoxy)-2-(4-fluorophenyl)pyridazin-3(2H)-one